ClC1=CC(=C(C=C1)C1(OC2=C(C=CC=C2C(C1)=C=O)C1CCN(CC1)CC1=NC2=C(N1C[C@H]1OCC1)C=C(C=C2)C(=O)OC)C)F Methyl 2-((4-(2-(4-chloro-2-fluorophenyl)-2-methyl-4-carbonyl chroman-8-yl) piperidin-1-yl) methyl)-1-(((S)-oxetan-2-yl) methyl)-1H-benzo[d]imidazole-6-carboxylate